C(=O)(OC(C)(C)C)N1CCNCC1 4-Boc-piperazine